tert-Butyl 4-(3-(4-(1-((benzyloxy)carbonyl)piperidin-4-yl)phenoxy)propyl)piperazine-1-carboxylate C(C1=CC=CC=C1)OC(=O)N1CCC(CC1)C1=CC=C(OCCCN2CCN(CC2)C(=O)OC(C)(C)C)C=C1